4-(7-chloro-6-fluoro-1-(2-isopropyl-6-Methylphenyl)-2-carbonyl-1,2-dihydropyrido[2,3-d]pyrimidin-4-yl)piperazine-1-carboxylate ClC=1C(=CC2=C(N(C(N=C2N2CCN(CC2)C(=O)[O-])=C=O)C2=C(C=CC=C2C)C(C)C)N1)F